1-(4-(aminomethyl)piperidin-1-yl)ethanone hydrochloride Cl.NCC1CCN(CC1)C(C)=O